ClC1=C(C=C(OCC(=O)NC23CC(C2)(C3)NC(OCC3=CC(=CC=C3)Cl)=O)C=C1)F (3-chlorophenyl)methyl {3-[2-(4-chloro-3-fluorophenoxy)-acetamido]bicyclo[1.1.1]pentan-1-yl}carbamate